C(C)(C)(C)OC(=O)NCCC1=CC=C(OCCCC(=O)O)C=C1 4-(4-(2-((tert-butoxycarbonyl)amino)ethyl)phenoxy)butanoic acid